3-[6-bromo-3-(5-morpholino-3-pyridyl)-2,4-dioxo-thieno[3,2-d]pyrimidin-1-yl]propanenitrile BrC1=CC=2N(C(N(C(C2S1)=O)C=1C=NC=C(C1)N1CCOCC1)=O)CCC#N